[Cl-].OC(CC(N(CCO)CCO)CO)CO 2,3-dihydroxypropyltriethanolamine chloride